ClC1=CC2=C(NC(C(=C2O)C#N)=O)S1 2-chloro-4-hydroxy-6-oxo-7H-thieno[2,3-b]pyridine-5-carbonitrile